(S)-gamma-valerolactone-13C [13C]1(CC[C@H](C)O1)=O